[Cl-].[Cl-].FC(C=1C=C(C=CC1)C(=[Zr+2](C1(C(C(C(C2(C3C(=C4C=5C=CC=CC5CC4=C21)C=CCC3)C)(C)C)(C)C)(C)C)C)C3C=CC=C3)C3=CC(=CC=C3)C(F)(F)F)(F)F di-(m-trifluoromethyl-phenyl)methylene(cyclopentadienyl)(octamethyloctahydrodibenzofluorenyl)zirconium dichloride